[C].[O].O water oxygen carbon